C1(=CC=CC=C1)SC1=CC=2C(=NOC2C(=O)OC(C)(C)C)C=C1 tert-Butyl 5-(phenylthio)benzo[c]isoxazole-3-carboxylate